C1(CC1)C(=O)C1=NC=CC=C1 cyclopropyl-(2-pyridinyl)methanone